2-amino-6-borono-2-(1-(2,4-dichlorobenzyl)piperidin-4-yl)hexanoic acid NC(C(=O)O)(CCCCB(O)O)C1CCN(CC1)CC1=C(C=C(C=C1)Cl)Cl